4-(4-hydroxy-3-hydroxymethylphenoxy)benzonitrile OC1=C(C=C(OC2=CC=C(C#N)C=C2)C=C1)CO